CN1CCC(CC1)(C1=NN=C(N1)C1=CC=NC=C1)NC=1C=C(C(=O)N[C@H](C)C2=CC=C(OCCCCCCOCCOCCOCCC(=O)O)C=C2)C=CC1 (R)-3-(2-(2-(6-(4-(1-(3-(1-methyl-4-(5-(pyridin-4-yl)-4H-1,2,4-triazol-3-yl)piperidin-4-ylamino)benzamido)ethyl)phenoxy)hexyloxy)ethoxy)ethoxy)propanoic acid